4-((3,8-dimethyl-2,3-dihydro-1H-pyrido[2,3-b][1,4]oxazin-7-yl)amino)-N-(4-(1-isopropylpiperidin-4-yl)phenyl)-2-oxo-1,2-dihydropyridine-3-carboxamide CC1CNC2=C(O1)N=CC(=C2C)NC2=C(C(NC=C2)=O)C(=O)NC2=CC=C(C=C2)C2CCN(CC2)C(C)C